(11R)-6-(2,6-Diisopropylphenyl)-11-isobutyl-2,2-dioxo-9-oxa-2λ6-thia-3,5,12,19-tetrazatricyclo[12.3.1.14,8]nonadeca-1(18),4,6,8(19),14,16-hexaen-13-one C(C)(C)C1=C(C(=CC=C1)C(C)C)C=1N=C2NS(C=3C=CC=C(C(N[C@@H](COC(C1)=N2)CC(C)C)=O)C3)(=O)=O